FC=1C=C(COC=2C=C3N(C(N2)=O)CC2(N3CCCC2)C)C=C(C1OC=1C=NN(C1)C)F 3-((3,5-difluoro-4-((1-methyl-1H-pyrazol-4-yl)oxy)benzyl)oxy)-9a-methyl-6,7,8,9,9a,10-hexahydro-1H-pyrido[1',2':3,4]imidazo[1,2-c]pyrimidin-1-one